C(C)(C)(C)OC(=O)NCC1(OC2=C(C1)C=C(C=C2C(=O)OC)F)C methyl 2-(((tert-butoxycarbonyl) amino) methyl)-5-fluoro-2-methyl-2,3-dihydrobenzofuran-7-carboxylate